C(C)(=O)O[C@H]1[C@H](NC[C@@H]1O)CC1=CC=C(C=C1)C#N (2R,3S,4S)-2-[(4-cyanophenyl) methyl]-4-hydroxypyrrolidin-3-yl acetate